Sodium 4-bromobenzenesulfinate BrC1=CC=C(C=C1)S(=O)[O-].[Na+]